2-(6-((1S,6R)-2,5-diazabicyclo[4.2.0]octan-2-yl)-2-(3,6-dihydro-2H-pyran-4-yl)-5-ethyl-7-oxo-[1,2,4]triazolo[1,5-a]pyrimidin-4(7H)-yl)-N-(2-chloro-4-(trifluoromethyl)phenyl)acetamide [C@H]12N(CCN[C@@H]2CC1)C1=C(N(C=2N(C1=O)N=C(N2)C=2CCOCC2)CC(=O)NC2=C(C=C(C=C2)C(F)(F)F)Cl)CC